4-chloro-2-(1-methylpiperidin-4-yl)-1H-pyrrolo[2,3-b]pyridine ClC1=C2C(=NC=C1)NC(=C2)C2CCN(CC2)C